(R)-3-((5-chloropyrido[2,3-d]pyridazin-8-yl)amino)piperidine-1-carboxylic acid tert-butyl ester C(C)(C)(C)OC(=O)N1C[C@@H](CCC1)NC=1N=NC(=C2C1N=CC=C2)Cl